N-(2-fluoro-4-(2-(((1r,4r)-4-((2-fluoro-ethyl)(methyl)amino)-cyclohexyl)amino)-8-isopropyl-7-oxo-7,8-dihydropyrido[2,3-d]-pyrimidin-6-yl)phenyl)-1-(4-fluorophenyl)-methanesulfonamide FC1=C(C=CC(=C1)C1=CC2=C(N=C(N=C2)NC2CCC(CC2)N(C)CCF)N(C1=O)C(C)C)NS(=O)(=O)CC1=CC=C(C=C1)F